(R)-3-bromo-5-(2-(5-chloro-2-fluorophenyl)pyrrolidin-1-yl)pyrazolo[1,5-a]Pyrimidine BrC=1C=NN2C1N=C(C=C2)N2[C@H](CCC2)C2=C(C=CC(=C2)Cl)F